C(C)(C)(C)OC(CN1N=C(N=C1)C1=C(C(=CC=C1)N)OC)=O.C(#N)N1CC(CC1)CC(=O)NC1CN(C1)C1=NC=CC=C1 2-(1-cyanopyrrolidin-3-yl)-N-(1-(pyridin-2-yl)azetidin-3-yl)acetamide tert-Butyl-2-(3-(3-amino-2-methoxyphenyl)-1H-1,2,4-triazol-1-yl)acetate